CC(CCCC)O 1-methyl-1-pentanol